[5-(3-amino(1H-indazol-5-yl))pyrimidin-2-yl][2-(4-fluorophenyl)-2-methylpropyl]amine NC1=NNC2=CC=C(C=C12)C=1C=NC(=NC1)NCC(C)(C)C1=CC=C(C=C1)F